5-indanesulfonamide C1CCC2=CC(=CC=C12)S(=O)(=O)N